C1(=CC=CC=C1)S(=O)(=O)/C=C/C(=O)C1=CC=C(C=C1)I (E)-3-(benzenesulfonyl)-1-(p-iodophenyl)-2-propen-1-one